BrC1=CC2=CN(N=C2C=C1OC)C1CCC2(COC(N2)=O)CC1 8-(5-Bromo-6-methoxy-2H-indazol-2-yl)-3-oxa-1-azaspiro[4.5]decan-2-one